OCCN(CCCNC(C(CCSCCC(=O)OCC(CCCCCCCC)CCCCCC)NC(C(CCCCCCCC)CCCCCC)=O)=O)CCO 2-hexyldecyl 3-((4-((3-(bis(2-hydroxyethyl)amino)propyl)amino)-3-(2-hexyldecanamido)-4-oxobutyl)thio)propanoate